CN(C1=NC=CC=C1NC1=NC(=NC=C1C(C)=O)NC1=C(C=C(C(=C1)C)N1CCN(CC1)C)OC)C 1-(4-((2-(dimethylamino)pyridin-3-yl)amino)-2-((2-methoxy-5-methyl-4-(4-methylpiperazin-1-yl)phenyl)amino)pyrimidin-5-yl)ethan-1-one